C(C)(C)(C)OC(N[C@@H]1CN(CC1)C1=C(C=CC=2N(C(=NC21)C2CC2)C)[N+](=O)[O-])=O N-[(3S)-1-(2-cyclopropyl-1-methyl-5-nitro-1,3-benzodiazol-4-yl)pyrrolidin-3-yl]carbamic acid tert-butyl ester